8-((2s,5r)-4-((2,6-difluorophenyl)(4-fluorophenyl)methyl)-2,5-dimethylpiperazin-1-yl)-7-fluoro-5-methyl-6-oxo-5,6-dihydro-1,5-naphthyridine-2-carbonitrile FC1=C(C(=CC=C1)F)C(N1C[C@@H](N(C[C@H]1C)C1=C(C(N(C=2C=CC(=NC12)C#N)C)=O)F)C)C1=CC=C(C=C1)F